(P)-6-(BENZYLTHIO)-1-(2-CYCLOPROPOXY-5-FLUORO-4-((1S,2S)-2-(TRIFLUOROMETHYL)CYCLOPROPYL)PHENYL)QUINOLIN-2(1H)-ONE C(C1=CC=CC=C1)SC=1C=C2C=CC(N(C2=CC1)C1=C(C=C(C(=C1)F)[C@@H]1[C@H](C1)C(F)(F)F)OC1CC1)=O